C(C=C)(=O)OCCCCCCCCCCC[Si](F)(F)F acryloxyundecyltrifluorosilane